NC=1C=C(C=CC1)NC(=O)C1=NN(C2=C1CN(CC2C)C(=O)C=2NC=CC2)CC2=CC=C(C=C2)F N-(3-aminophenyl)-1-(4-fluorobenzyl)-7-methyl-5-(1H-pyrrole-2-carbonyl)-4,5,6,7-tetrahydro-1H-pyrazolo[4,3-c]Pyridine-3-carboxamide